ClC1=CC=C(C=C1)N1C(=NN=C1CN1N=CC=N1)[C@@H]1CC[C@H](CC1)OC1=NC=CC=C1 trans-2-[4-[4-(4-chlorophenyl)-5-(triazol-2-ylmethyl)-1,2,4-triazol-3-yl]cyclohexyl]oxypyridine